N,N'-Hexamethylenebis[3-(3-t-butyl-4-hydroxy-5-methylphenyl)propionamide] C(C)(C)(C)C=1C=C(C=C(C1O)C)CCC(=O)NCCCCCCNC(CCC1=CC(=C(C(=C1)C)O)C(C)(C)C)=O